3-(4-((4-((4,4-difluoropiperidin-1-yl)methyl)benzyl)thio)-7-fluoro-1-oxoisoindolin-2-yl)piperidine-2,6-dione FC1(CCN(CC1)CC1=CC=C(CSC2=C3CN(C(C3=C(C=C2)F)=O)C2C(NC(CC2)=O)=O)C=C1)F